(S)-1-(4-(2-(4-((S)-2-acetoxy-3-(ethylsulfonyl)propoxy)phenyl)propan-2-yl)-2,6-dichlorophenoxy)-3-chloropropan-2-yl acetate C(C)(=O)O[C@@H](COC1=C(C=C(C=C1Cl)C(C)(C)C1=CC=C(C=C1)OC[C@@H](CS(=O)(=O)CC)OC(C)=O)Cl)CCl